CN1C(=CC2=CC=CC=C12)N(C1=CC=C(C=C1)C)C=1N(C2=CC=CC=C2C1)C N,N-bis-(1-methyl-2-indolyl)-4-methylaniline